COC1=C(C=CC(=C1)O)C(=O)CC(=O)C2=CC=C(C=C2)O The molecule is a beta-diketone that is licodione in which the hydroxy group at position 2 of the 2,4-dihyroxyphenyl moiety has been converted into the its methyl ether. It is an aromatic ether, a beta-diketone, a member of phenols, a member of dihydrochalcones and an aromatic ketone. It derives from a licodione. It is a conjugate acid of a 2'-O-methyllicodione(1-).